4-(2-chloroethyl)-1,4-oxazepan ClCCN1CCOCCC1